CN1C=NC=2N=CN(C(C12)=O)CC1=NC(=NO1)[C@@H]1[C@H]2CC(=C[C@@H]12)C1=C(C=CC=C1)F 7-methyl-1-[[3-[(1S,5S,6R)-3-(2-fluorophenyl)-6-bicyclo[3.1.0]hex-2-enyl]-1,2,4-oxadiazol-5-yl]methyl]purin-6-one